C(C)(C)(C)OC(=O)N1CC=2N(CC1)N=C(C2)C=2C(=NC=C(C2)C=2C=NN(C2)C)O.F[C@H]2CN1C(CC[C@]1(C2)CO)=O (6R,7aS)-6-fluoro-7a-(hydroxymethyl)hexahydro-3H-pyrrolizin-3-one tert-butyl-2-[2-hydroxy-5-(1-methylpyrazol-4-yl)-3-pyridyl]-6,7-dihydro-4H-pyrazolo[1,5-a]pyrazine-5-carboxylate